ClC1=CC=2C3=C(C(=NC2C(=C1C1=CC(=CC2=CC=CC=C12)O)F)OCC1N(CCC1)C)N=CN3C3CN(C3)C(C=C)=O 1-(3-(8-chloro-6-fluoro-7-(3-hydroxynaphthalen-1-yl)-4-((1-methylpyrrolidin-2-yl)-methoxy)-1H-imidazo[4,5-c]quinolin-1-yl)azetidin-1-yl)prop-2-en-1-one